C(C(=C)C)(=O)C(CC(=O)O)C(C(=C)C)=O bis-methacryloyl-ethyl-carboxylic acid